2-((3-(((3r,4S)-4-hydroxy-4-methyltetrahydrofuran-3-yl)oxy)-1-(methyl-d3)-1H-pyrazol-4-yl)amino)-7-((S)-1-methoxypropane-2-yl)-7H-pyrrolo[2,3-d]pyrimidine-6-carbonitrile O[C@@]1([C@@H](COC1)OC1=NN(C=C1NC=1N=CC2=C(N1)N(C(=C2)C#N)[C@H](COC)C)C([2H])([2H])[2H])C